C(C)[C@H]1N(C[C@@H](N(C1)C=1C2=C(N(C(N1)=O)C)C=CC(=N2)C#N)C)[C@H](C)C2=CC=C(C=C2)C(F)(F)F 4-((2S,5R)-5-ethyl-2-methyl-4-((R)-1-(4-(trifluoromethyl)phenyl)ethyl)piperazin-1-yl)-1-methyl-2-oxo-1,2-dihydropyrido[3,2-d]pyrimidine-6-carbonitrile